FC=1C2=C(C(=NC1)C)CC(C2)NC2CC(C2)C2CN(C(O2)=O)C2=NC1=C(OCC(N1)=O)N=C2 6-[5-[3-[(4-fluoro-1-methyl-6,7-dihydro-5H-cyclopenta[c]pyridin-6-yl)amino]cyclobutyl]-2-oxo-1,3-oxazolidin-3-yl]-4H-pyrazino[2,3-b][1,4]oxazin-3-one